CC1=CC=C(C=C1)CCN1N=C2N(CCCC2)C1=O (5RS)-2-[2-(4-Methylphenyl)ethyl]-3-oxo-2,3,5,6,7,8-hexahydro[1,2,4]triazolo[4,3-a]pyridin